trans-N-[3-(4-ethyl-5-fluoro-6-oxo-1,6-dihydropyrimidin-2-yl)-2-fluoro-4-(trifluoromethyl)benzyl]-3-{[2-(trifluoromethyl)benzyl]oxy}cyclobutane-1-carboxamide C(C)C=1N=C(NC(C1F)=O)C=1C(=C(CNC(=O)[C@@H]2C[C@H](C2)OCC2=C(C=CC=C2)C(F)(F)F)C=CC1C(F)(F)F)F